FC1=CN=C2C=C(C(=NC2=C1OC1=C(C=C(C=C1)[N+](=O)[O-])F)OC)OC 7-fluoro-8-(2-fluoro-4-nitro-phenoxy)-2,3-dimethoxy-1,5-naphthyridine